COC1(C(C=CC=C1)CC(=O)C1=CC=CC=C1)OC 2,2-dimethoxy-phenylacetophenone